tris(2,6-di-t-butyl-4-methylphenoxy)lanthanum C(C)(C)(C)C1=C(O[La](OC2=C(C=C(C=C2C(C)(C)C)C)C(C)(C)C)OC2=C(C=C(C=C2C(C)(C)C)C)C(C)(C)C)C(=CC(=C1)C)C(C)(C)C